(2S)-2-[4-chloro-2-(3-methyl-1,2,4-oxadiazol-5-yl)phenoxy]propionic acid ClC1=CC(=C(O[C@H](C(=O)O)C)C=C1)C1=NC(=NO1)C